N-(3-((6-(4-((4,4-difluoropiperidin-1-yl)methyl)phenyl)-7H-pyrrolo[2,3-d]pyrimidin-4-yl)oxy)phenyl)acryl-amide FC1(CCN(CC1)CC1=CC=C(C=C1)C1=CC2=C(N=CN=C2OC=2C=C(C=CC2)NC(C=C)=O)N1)F